3-propyl-nonanoic acid C(CC)C(CC(=O)O)CCCCCC